2-(4-cyclopropyl-6-methoxypyrimidin-5-yl)-8-(4-(5-methyl-3-(trifluoromethyl)-1H-pyrazol-1-yl)benzyl)-5-cyclopropyl-7,8-dihydropteridin C1(CC1)C1=NC=NC(=C1C1=NC=2N(CCN(C2C=N1)C1CC1)CC1=CC=C(C=C1)N1N=C(C=C1C)C(F)(F)F)OC